copper (II) tetra-(tert-butyl)-5,10,15,20-tetraazaporphyrin C(C)(C)(C)C=1C2=NC3=C(C(=C(N3C(C)(C)C)N=C3C=CC(N=C4C=CC(=NC(C1)=N2)N4)=N3)C(C)(C)C)C(C)(C)C.[Cu+2]